O1CCN(CC1)C1=C(C=C2CN(C(C2=C1)=O)CCC1COC1)NC(=O)C=1C=NN2C1N=CC=C2 N-[6-Morpholino-2-[2-(oxetan-3-yl)ethyl]-1-oxo-isoindolin-5-yl]pyrazolo[1,5-a]pyrimidine-3-carboxamide